1-(7-(3-fluorophenoxy)-6-methyl-3,4-dihydroisoquinolin-2(1H)-yl)prop-2-en-1-one FC=1C=C(OC2=C(C=C3CCN(CC3=C2)C(C=C)=O)C)C=CC1